C1C(CC2=CC=CC=C12)CC(=O)N[C@@H]([C@@H](C1=NC=C(C=C1)OC(F)(F)F)O)CN1CCCC1 2-(2,3-dihydro-1H-inden-2-yl)-N-((1S,2R)-1-hydroxy-3-(pyrrolidin-1-yl)-1-(5-(trifluoromethoxy)pyridin-2-yl)propan-2-yl)acetamide